ClC1=C(C=C(C=C1)Cl)C(Cl)(Cl)Cl 2,5-dichlorobenzotrichloride